C(C)(C)(C)C=1C=C(C=C(C1OC)C(C)(C)C)P(C1=CC(=C(C(=C1)C(C)(C)C)OC)C(C)(C)C)=O bis(3,5-di-tert-butyl-4-methoxyphenyl)phosphine oxide